C(C=C)C1=C(OC2=C(C(C#N)=CC=C2)C#N)C=CC=C1 3-(2-allylphenoxy)phthalonitrile